FC=1N=C(SC1CN1C[C@]2(C[C@@H]1C)OCC1=C2C=NC=C1)NC(C)=O N-(4-fluoro-5-(((3r,5's)-5'-methyl-1H-spiro[furo[3,4-c]pyridin-3,3'-pyrrolidin]-1'-yl)methyl)thiazol-2-yl)acetamide